C(C1=CC=C(C=C1)C(C(C)(C)O)=O)C1=CC=C(C=C1)C(C(C)(O)C)=O 1-(methylenebis-4,1-phenylene)bis[2-hydroxy-2-methyl-1-propanone]